CN(C1=CC(=C(C=C1)C)N1CCOCC1)C1=CC=C(OC=2N=C(C3=C(N2)C=NC=C3)O)C=C1 2-[4-(N,4-dimethyl-3-morpholin-4-ylanilino)phenoxy]pyrido[3,4-d]pyrimidin-4-ol